[N+](=O)([O-])C1=CC=CC=2C=3N(CCOC21)N=NN3 8-nitro-5,6-dihydrobenzo[f]tetrazolo[1,5-d][1,4]oxazepine